C(C(=O)O)(=O)O.FC1=CC2=C(C(=NO2)C2CCN(CC2)CCCCC(=O)N2C3=C(CCC4=C2C=CC=C4)C=CC(=C3)Cl)C=C1 5-[4-(6-Fluorobenzo[d]isoxazol-3-yl)piperidin-1-yl]-1-[3-chloro-10,11-dihydro-5H-dibenzo[b,f]azepin-5-yl]pentan-1-one oxalate salt